ClC1=CC=C(C=C1)C1=C(CCC(C1)(C)C)CN1C2CN(CC1CC2)CC=2C=C1CN(C(C1=CC2)=O)N2C(NC(CC2)=O)=O 1-(5-((8-((4'-chloro-5,5-dimethyl-3,4,5,6-tetrahydro-[1,1'-biphenyl]-2-yl)methyl)-3,8-diazabicyclo[3.2.1]octan-3-yl)methyl)-1-oxoisoindolin-2-yl)dihydropyrimidine-2,4(1H,3H)-dione